ClC=1C=C(C=2CC[C@H](C2C1)O)S(=O)(=O)NC1=C(C(=C(C=C1)F)C=1C=C2C=NC(=NC2=C(C1)F)NC1CCNCC1)F (1R)-6-chloro-N-{2,4-difluoro-3-[8-fluoro-2-(piperidin-4-ylamino)quinazolin-6-yl]phenyl}-1-hydroxy-2,3-dihydro-1H-indene-4-sulfonamide